Cl[Si](O[Si](C)(C)C)(O[Si](C)(C)C)O[Si](C)(C)C chlorotris(trimethylsiloxy)silane